BrC1=CC(=C(C=C1)N1C=2N=C3N(C(C2N=C1)=O)CCCCC3)Cl 3-(4-bromo-2-chlorophenyl)-3,5,6,7,8,9-hexahydro-11H-azepino[1,2-a]purin-11-one